C1COCCC12CCN(CC2)C(C(=O)NC=2C=C(C=NC2)C(=O)N)=O 5-[[2-(3-oxa-9-Azaspiro[5.5]Undecan-9-yl)-2-oxo-acetyl]amino]pyridine-3-carboxamide